(2'S)-2,2'-Di-methyl-spiro[4,5-dihydrothieno[2,3-C]pyran-7,4'-piperidine]-1'-carboxylic acid tert-butyl ester C(C)(C)(C)OC(=O)N1[C@H](CC2(CC1)OCCC1=C2SC(=C1)C)C